N-(pentan-3-yl)-2-(3-(4-(pentan-3-ylcarbamoyl)-1H-imidazol-2-yl)phenyl)oxazole-5-carboxamide CCC(CC)NC(=O)C1=CN=C(O1)C1=CC(=CC=C1)C=1NC=C(N1)C(NC(CC)CC)=O